C1(=CC=CC=C1)C1=NC(=NC(=N1)C1=CC=CC=C1)C=1C(=C(C(=NC1)N1C2=CC=CC=C2C=2C=CC=CC12)N1C2=CC=CC=C2C=2C=CC=CC12)C1=CC=CC=C1 9,9'-((2r,3r)-5-(4,6-diphenyl-1,3,5-triazin-2-yl)-4-phenylpyridine-2,3-diyl)bis(9H-carbazole)